N-(3-aminophenyl)-4-methylbenzenesulfonamide NC=1C=C(C=CC1)NS(=O)(=O)C1=CC=C(C=C1)C